5-(2-amino-[1,2,4]triazolo[1,5-a]pyridin-7-yl)-2-ethyl-4-fluorobenzoic acid lithium [Li].NC1=NN2C(C=C(C=C2)C=2C(=CC(=C(C(=O)O)C2)CC)F)=N1